(R)-2-fluoro-4-(5-methyl-1,3,4-thiadiazol-2-yl)-N-(8-methyl-6-(thiazol-2-yl)isoquinolin-1-yl)-N-(piperidin-3-yl)benzamide FC1=C(C(=O)N([C@H]2CNCCC2)C2=NC=CC3=CC(=CC(=C23)C)C=2SC=CN2)C=CC(=C1)C=1SC(=NN1)C